NC1=C(C(=NN1C)C1CC2CC(CC2C1)(CS(=O)(=O)C)O)C(=O)NC1=CC(=C(C=C1)F)Cl 5-Amino-N-(3-chloro-4-fluorophenyl)-3-((2s,5s)-5-hydroxy-5-(methylsulfonylmethyl)octahydropentalen-2-yl)-1-methyl-1H-pyrazole-4-carboxamide